NC1CCCC=2C1=CC=C1C=C(N(CC21)CC(C)(C)F)C2CC2 7-amino-3-cyclopropyl-N-(2-fluoro-2-methyl-propyl)-7,8,9,10-tetrahydrobenzo[h]Isoquinoline